(S)-benzyl 2-((5-fluoro-6-methylpyridin-2-yl)carbamoyl)-5-oxopyrrolidine-1-carboxylate FC=1C=CC(=NC1C)NC(=O)[C@H]1N(C(CC1)=O)C(=O)OCC1=CC=CC=C1